CN1CCN(CC1)C1=CC=C(C=C1)NC1=NC2=C(C=CC=C2C=N1)[C@@H]1CN(CCC1)C(C=C)=O (R)-1-(3-(2-((4-(4-methylpiperazin-1-yl)phenyl)amino)quinazolin-8-yl)piperidin-1-yl)prop-2-en-1-one